COCCOC=1N=NN(N1)CC1=C(N=NN1C)C1=CC=C(C(=N1)C)O[C@@H]1C[C@H](CCC1)C(=O)O (1S,3S)-3-{[6-(5-{[5-(2-methoxy-ethoxy)-2H-1,2,3,4-tetrazol-2-yl]methyl}-1-methyl-1H-1,2,3-triazol-4-yl)-2-methylpyridin-3-yl]oxy}cyclohexane-1-carboxylic acid